3-(3,4-dimethylphenyl)-6-((1,1-dioxido-2,3-dihydrothiophen-3-yl)carbamoyl)-2-methylpyridine 1-oxide CC=1C=C(C=CC1C)C=1C(=[N+](C(=CC1)C(NC1CS(C=C1)(=O)=O)=O)[O-])C